CC1=C(C=CC(=N1)N)NC1=NC(=CC=C1[N+](=O)[O-])C1=CC=CC=C1 6-methyl-N5-(3-nitro-6-phenyl-2-pyridyl)pyridine-2,5-diamine